COC=1C=C(CNC(=O)NC2=CC(=CC=C2)[N+](=O)[O-])C=CC1OCCN1CCN(CC1)C1=C(C(=CC=C1)Cl)Cl 1-{3-methoxy-4-{2-[4-(2,3-dichlorophenyl)piperazin-1-yl]ethoxy}benzyl}-3-(3-nitrophenyl)urea